CC(C)CCCC(CCCC(CCCC(CCCCC)C)C)C 2,6,10,14-tetramethylnonadecane